6-{4-[(6-methoxypyridin-3-yl)oxy]piperidin-1-yl}-N,5-dimethylpyridazine-3-carboxamide COC1=CC=C(C=N1)OC1CCN(CC1)C1=C(C=C(N=N1)C(=O)NC)C